N-methyl-4-[(11R)-12-[4-bromo-3-(trifluoromethyl)benzoyl]-5-(cyclopropylmethyl)-11-methyl-8-oxo-2,3,7,12-tetrazatricyclo[7.4.0.0^2,6]trideca-1(9),3,5-trien-7-yl]benzamide CNC(C1=CC=C(C=C1)N1C2=C(C=NN2C=2CN([C@@H](CC2C1=O)C)C(C1=CC(=C(C=C1)Br)C(F)(F)F)=O)CC1CC1)=O